O=C1NC(CCC1N1C(C2=CC=CC(=C2C1=O)NCCOCCOC=1C=C(C=CC1)CC(=O)NC=1SC(=C(N1)C1=CC(=C(C=C1)NC(=O)C1=CN=CN1C)C)C)=O)=O N-(4-(2-(2-(3-(2-(2-(2-(2,6-dioxopiperidin-3-yl)-1,3-dioxoisoindolin-4-ylamino)ethoxy)ethoxy)phenyl)acetamido)-5-methylthiazol-4-yl)-2-methylphenyl)-1-methyl-1H-imidazole-5-carboxamide